S1C=CC=C1 thiole